CO[C@@H]([C@H](C(C)C)S(=O)(=O)N(CC1=CC=C(C=C1)OC)CC1=CC=C(C=C1)OC)CC=C (3S,4R)-4-METHOXY-N,N-BIS(4-METHOXYBENZYL)-2-METHYLHEPT-6-ENE-3-SULFONAMIDE